[(2S,5R)-2-carbamoyl-3-methyl-7-oxo-1,6-diazabicyclo[3.2.1]oct-3-en-6-yl]oxyl-2-fluoro-acetate C(N)(=O)[C@H]1N2C(N([C@H](C=C1C)C2)OC(C(=O)[O-])F)=O